di(bromophenyl) carbonate C(OC1=C(C=CC=C1)Br)(OC1=C(C=CC=C1)Br)=O